ClC1=CC=2C(=C(N=NC2NC(C)C2=C(C(=CC=C2)C)F)C)C=N1 7-chloro-N-(1-(2-fluoro-3-methylphenyl)ethyl)-4-methylpyrido[3,4-d]pyridazin-1-amine